FC1=C(C(=NC=C1)C=1C=C2C(=NC1)N(C=N2)C)C=2C=NN(C2)CC2(CCCC2)C 6-(4-fluoro-3-(1-((1-methylcyclopentyl)methyl)-1H-pyrazol-4-yl)pyridin-2-yl)-3-methyl-3H-imidazo[4,5-b]pyridine